FC1=C(C(=O)C2=NNC3=NC=C(C=C32)C=3C=CC(=NC3)C(=O)O)C=CC(=C1NS(=O)(=O)C)F 5-[3-[2,4-difluoro-3-(methanesulfonamido)benzoyl]-1H-pyrazolo[3,4-b]pyridin-5-yl]pyridine-2-carboxylic acid